FC=1C=C(C=C(C1Br)F)O 3,5-difluoro-4-bromophenol